p-biphenylsulfonate C=1(C(=CC=CC1)S(=O)(=O)[O-])C1=CC=CC=C1